4'-((2-butyl-4-methyl-6-oxo-5-(2-oxo-2-(piperazin-1-yl)ethyl)pyrimidin-1(6H)-yl)methyl)-N-(4,5-dimethylisoxazol-3-yl)-2'-(ethoxymethyl)-N-(methoxymethyl)-[1,1'-biphenyl]-2-sulfonamide C(CCC)C=1N(C(C(=C(N1)C)CC(N1CCNCC1)=O)=O)CC1=CC(=C(C=C1)C=1C(=CC=CC1)S(=O)(=O)N(COC)C1=NOC(=C1C)C)COCC